C1(CC1)C1=CC(=NN1)NC1=NC(=NC2=CC(=C(C=C12)OC)OCCCN1CCCC1)N1CCN(CC1)C N-(5-cyclopropyl-1H-pyrazol-3-yl)-6-methoxy-2-(4-methylpiperazin-1-yl)-7-(3-(pyrrolidin-1-yl)propoxy)quinazolin-4-amine